2-(2-methyl-5-(2-oxoethyl)phenyl)propanoic acid CC1=C(C=C(C=C1)CC=O)C(C(=O)O)C